P(=S)(OCCCCCCCCCCCCCCCCCC)(OCCCCCCCCCCCCCCCCCC)OCCCCCCCCCCCCCCCCCC tri(octadecyl) thiophosphate